BrC1=CC(=C(O[C@H](C(=O)O)C)C=C1)C1=CC=NO1 (S)-2-(4-bromo-2-(isoxazol-5-yl)phenoxy)propionic acid